NC1=C(C(=O)OCC)C=CC=N1 ethyl 2-aminonicotinate